7-methoxy-quinazoline-2,4-dione COC1=CC=C2C(NC(NC2=C1)=O)=O